C(C1=CC=CC=C1)OC1=NC(=NC2=C(C(=C(C=C12)Cl)C1=CC=C(C2=C1N=C(S2)NC(OC(C)(C)C)=O)F)F)OC[C@]21CCCN1C[C@@H](C2)F tert-butyl (4-(4-(benzyloxy)-6-chloro-8-fluoro-2-(((2R,7aS)-2-fluorotetraHydro-1H-pyrrolizin-7a(5H)-yl)methoxy)quinazolin-7-yl)-7-fluorobenzo[d]thiazol-2-yl)carbamate